(S)-1-(3-((4-((3-chloro-4-cyclopropoxy-2-fluorophenyl)amino)-pyrido[3,2-d]pyrimidin-6-yl)oxy)pyrrolidin-1-yl)prop-2-en-1-one ClC=1C(=C(C=CC1OC1CC1)NC=1C2=C(N=CN1)C=CC(=N2)O[C@@H]2CN(CC2)C(C=C)=O)F